1-(4-cyclohexyl-3,4-dihydroquinoxalin-1(2H)-yl)-2-(piperidin-1-yl)ethan-1-one C1(CCCCC1)N1CCN(C2=CC=CC=C12)C(CN1CCCCC1)=O